ClC=1C(=C2C=NNC2=CC1C)C=1C(=NN(C1C)C1CC2(CN(C2)C(C=C)=O)C1)C1=NC=CC=C1 1-(6-(4-(5-chloro-6-methyl-1H-indazol-4-yl)-5-methyl-3-(pyridin-2-yl)-1H-pyrazol-1-yl)-2-azaspiro[3.3]hept-2-yl)propan-2-en-1-one